(S)-4-amino-N-(6-(1,1-difluoroethyl)-2,3-dihydrobenzofuran-3-yl)-7-fluoro-N,3-dimethylimidazo[1,5-a]quinoxaline-8-carboxamide NC=1C=2N(C3=CC(=C(C=C3N1)F)C(=O)N(C)[C@@H]1COC3=C1C=CC(=C3)C(C)(F)F)C=NC2C